3-hydroxybutyric acid isopropyl ester edisylate S(=O)(=O)(O)CCS(=O)(=O)O.C(C)(C)OC(CC(C)O)=O